N-(4-(dimethylamino)benzyl)-1,2-ethylenediamine CN(C1=CC=C(CNCCN)C=C1)C